C(C1=CC=CC=C1)(C1=CC=CC=C1)N(C=1N(C(C(=C(N1)C(=O)N[C@@H]1COCC1)O)=O)C)C (S)-2-(benzhydryl(methyl)amino)-5-hydroxy-1-methyl-6-oxo-N-(tetrahydrofuran-3-yl)-1,6-dihydropyrimidine-4-carboxamide